[3-(pyridin-3-yl)-1,2,4-thiadiazol-5-yl]-1,4-dihydro-1,8-naphthyridine-3-carboxylic acid N1=CC(=CC=C1)C1=NSC(=N1)N1C=C(CC2=CC=CN=C12)C(=O)O